FC(C(=O)O)(F)F.C(=O)(OCC1=CC=CC=C1)NCCC(=O)N1CC(NCC1)COC(C)=O 1-(N-Cbz-beta-alanyl)-3-(acetoxymethyl)piperazine, trifluoroacetic acid salt